BrC1=CC=C(C=C1)C=1C(=NC(=NC1)NC=1C=NN(C1)C)NC=1C(=C(C=CC1)NC(C=C)=O)F N-(3-((5-(4-bromophenyl)-2-((1-methyl-1H-pyrazol-4-yl)amino)pyrimidin-4-yl)amino)-2-fluorophenyl)acrylamide